[C@H]12CNC[C@H](CC1)N2C2=NC(=NC1=C(C(=C(C=C21)Cl)C2=CC=C(C1=C2N=C(S1)N)F)F)OC[C@]12CCCN2C[C@@H](C1)F 4-(4-((1R,5S)-3,8-diaza-bicyclo[3.2.1]octan-8-yl)-6-chloro-8-fluoro-2-(((2R,7aS)-2-fluorotetra-hydro-1H-pyrrolizin-7a(5H)-yl)methoxy)quinazolin-7-yl)-7-fluorobenzo[d]thiazol-2-amine